OC1=C(C=CC=C1)C1=CC(=CN=N1)N1CCC(CC1)(C(=O)O)C1CCOCC1 1-[6-(2-hydroxyphenyl)pyridazin-4-yl]-4-(oxan-4-yl)piperidine-4-carboxylic acid